7-[(1R,5S)-3,8-diazabicyclo[3.2.1]octan-3-yl]-2-(4-phenoxyphenyl)-4,5,6,7-tetrahydro-2H-pyrazolo[4,3-b]pyridine-3-carboxamide [C@H]12CN(C[C@H](CC1)N2)C2C=1C(NCC2)=C(N(N1)C1=CC=C(C=C1)OC1=CC=CC=C1)C(=O)N